6-(fluoromethoxy)-1H-indole-3-sulfonyl chloride FCOC1=CC=C2C(=CNC2=C1)S(=O)(=O)Cl